1-(2-(benzyloxy)-2-methylpropyl)-8-methoxy-9-(2-methyl-2H-tetrazol-5-yl)-5,6-dihydropyrrolo[2,1-a]isoquinoline-3-carboxylic acid C(C1=CC=CC=C1)OC(CC=1C=C(N2C1C1=CC(=C(C=C1CC2)OC)C=2N=NN(N2)C)C(=O)O)(C)C